C1(CCCCC1)[C@@H](C)OC(=O)NC1=C(N=NN1C)C1CCN(CC1)C1=CC=C(C=C1)C1(CC1)C(=O)O (4-{4-[5-({[(1R)-1-cyclohexylethoxy]carbonyl}amino)-1-methyl-1H-1,2,3-triazol-4-yl]piperidin-1-yl}phenyl)cyclopropane-1-carboxylic acid